N(C(=O)N)C1=NC(NC=C1)=O ureido-pyrimidinone